(3S,4S)-3-[3-[5-chloro-2-(difluoromethoxy)phenyl]-4-[pyrazolo[1,5-a]pyrimidin-3-ylamino]-1H-pyrazol-1-yl]-4-hydroxypiperidine-1-carboxylic acid tert-butyl ester C(C)(C)(C)OC(=O)N1C[C@@H]([C@H](CC1)O)N1N=C(C(=C1)NC=1C=NN2C1N=CC=C2)C2=C(C=CC(=C2)Cl)OC(F)F